FC=1C=C2C=NN(C2=C(C1O)F)C1=CC=C(C=C1)N1CC(CC1)S(=O)(=O)C 5,7-Difluoro-1-(4-(3-(methylsulfonyl)pyrrolidin-1-yl)phenyl)-1H-indazol-6-ol